FC1=CC=C(C=N1)C=1C=CC2=C(NC=N2)C1 6-(6-fluoro-3-pyridinyl)-1H-benzimidazole